CN([C@H](CN1C(C2=CC=CC=C2C1=O)=O)CC1=CC2=C(N(C(O2)=O)COCC[Si](C)(C)C)C=C1)C 2-[(2S)-2-(dimethylamino)-3-(2-oxo-3-{[2-(trimethylsilyl)ethoxy]methyl}-2,3-dihydro-1,3-benzoxazol-6-yl)propyl]-2,3-dihydro-1H-isoindole-1,3-dione